COC(=O)C1=C(C=NC=C1)NC[C@H]1N(CCC2=CC(=CC=C12)C1=C(C=CC=C1)C)C(=O)OC(C)(C)C tert-butyl (S)-1-(((4-(methoxycarbonyl)pyridin-3-yl)amino)methyl)-6-(o-tolyl)-3,4-dihydroisoquinoline-2(1H)-carboxylate